(R)-4-((1-(3-(difluoromethyl)-2-fluorophenyl)ethyl)amino)-N-(2-(dimethylamino)ethyl)-6-methoxy-2-methylquinazoline-7-carboxamide FC(C=1C(=C(C=CC1)[C@@H](C)NC1=NC(=NC2=CC(=C(C=C12)OC)C(=O)NCCN(C)C)C)F)F